1-(3-(4,4-difluoro-3-(4-(trifluoromethyl)phenyl)-4,5,6,7-tetrahydro-1H-indazol-1-yl)azetidin-1-yl)-2-fluoroprop-2-en-1-one FC1(C=2C(=NN(C2CCC1)C1CN(C1)C(C(=C)F)=O)C1=CC=C(C=C1)C(F)(F)F)F